4-(3-(Dimethylamino)azetidin-1-yl)-N-(2-phenoxyethyl)-1H-benzo[d]imidazole-1-carboxamide CN(C1CN(C1)C1=CC=CC=2N(C=NC21)C(=O)NCCOC2=CC=CC=C2)C